Cl.FC1=C(C=CC=C1)C1=CC(=CN1S(=O)(=O)C=1C=NC=C(C1)C#CCOC)CN 1-(5-(2-fluorophenyl)-1-((5-(3-methoxyprop-1-yn-1-yl)pyridin-3-yl)sulfonyl)-1H-pyrrol-3-yl)-N-methylamine hydrochloride